N(=[N+]=[N-])C=1C(=NC(=CC1)Cl)C 3-azido-6-chloro-2-methylpyridine